CCCCCCCCCC=CC=CC=CC=CC=CC(=O)OCC(COC(=O)C=CC=CC=CC=CC=CCCCCCCCCC)OC(=O)C=CC=CC=CC=CC=CCCCCCCCCC 1,2,3-trieicosapentaenoyl-glycerol